1-chloro-3-(5-(difluoromethyl)-1,3,4-thiadiazol-2-yl)-N-(3-(fluoromethyl)oxetan-3-yl)-8-(3-(methoxymethyl)piperazin-1-yl)imidazo[1,5-a]pyridine-6-sulfonamide ClC=1N=C(N2C1C(=CC(=C2)S(=O)(=O)NC2(COC2)CF)N2CC(NCC2)COC)C=2SC(=NN2)C(F)F